4-(2-((tert-Butoxycarbonyl)amino)-4-(methylthio)butyrylamino)piperidine-1-carboxylic acid benzyl ester C(C1=CC=CC=C1)OC(=O)N1CCC(CC1)NC(C(CCSC)NC(=O)OC(C)(C)C)=O